NC1=NC=C(C=C1C1=NC=C(C=C1)C(N(C)C)=O)C1=CC(=NC=C1)CNC(CCC=1C=C(C=CC1)NC(OC(C)(C)C)=O)=O tert-butyl (3-(3-(((2'-amino-5-(dimethylcarbamoyl)-[2,3':5',4''-terpyridin]-2''-yl)methyl)amino)-3-oxopropyl)phenyl)carbamate